1-Amino-2-(6-(4-fluorophenyl)-4-(2-hydroxypropan-2-yl)pyridin-2-yl)propan-2-ol NCC(C)(O)C1=NC(=CC(=C1)C(C)(C)O)C1=CC=C(C=C1)F